CC(C)OOOC(C)C 2-propoxy oxide